1,3-bis-(2,6-diisopropylphenyl)-2-iodoimidazolium bromide [Br-].C(C)(C)C1=C(C(=CC=C1)C(C)C)N1C(=[N+](C=C1)C1=C(C=CC=C1C(C)C)C(C)C)I